O=C1NC=C(C(N1)=O)C=1C=C(C=2N(N1)C=CN2)OCC(CCC(=O)NCC(F)(F)F)(F)F 5-((6-(2,4-dioxo-1,2,3,4-tetrahydropyrimidin-5-yl)imidazo[1,2-b]pyridazin-8-yl)oxy)-4,4-difluoro-N-(2,2,2-trifluoroethyl)pentanamide